BrN1C(=NC2=C(C1=O)C=CC(=N2)NN)C bromo-7-hydrazino-2-methyl-3H,4H-pyrido[2,3-d]pyrimidin-4-one